4-cyano-N-[2-cyano-5-[[2,6-dibromo-4-[1,2,2,3,3,3-hexafluoro-1-trifluoromethylpropyl]phenyl]carbamoyl]phenyl]-2-methylbenzamide C(#N)C1=CC(=C(C(=O)NC2=C(C=CC(=C2)C(NC2=C(C=C(C=C2Br)C(C(C(F)(F)F)(F)F)(C(F)(F)F)F)Br)=O)C#N)C=C1)C